1,2-bis(dichloropropylsilyl)ethane ethyl-(2S)-2-(tert-butoxycarbonylamino)-4-(1-methyl-5-nitro-benzimidazol-2-yl)butanoate C(C)OC([C@H](CCC1=NC2=C(N1C)C=CC(=C2)[N+](=O)[O-])NC(=O)OC(C)(C)C)=O.ClC(CC[SiH2]CC[SiH2]CCC(Cl)Cl)Cl